ClC=1N=C(C2=C(N1)C(=CS2)C=2C(=NNC2C)C)N2[C@@H](COCC2)C (R)-4-(2-chloro-7-(3,5-dimethyl-1H-pyrazol-4-yl)thieno[3,2-d]Pyrimidin-4-yl)-3-methylmorpholine